3-(methoxymethyl)pyrazole COCC1=NNC=C1